(R)-1-(4-(3-((4-amino-7-(1-hydroxypropan-2-yl)-5-(4-phenoxyphenyl)-7H-pyrrolo[2,3-d]pyrimidin-6-yl)ethynyl)azetidin-1-yl)piperidin-1-yl)prop-2-en-1-one NC=1C2=C(N=CN1)N(C(=C2C2=CC=C(C=C2)OC2=CC=CC=C2)C#CC2CN(C2)C2CCN(CC2)C(C=C)=O)[C@@H](CO)C